O1CCOC2=C1C=CC=C2C2=CC=C(C(=N2)OC)NC2=CC(=CC=C2)CNCC2CCN(CC2)C [6-(2,3-Dihydro-benzo[1,4]dioxin-5-yl)-2-methoxy-pyridin-3-yl]-(3-{[(1-methyl-piperidin-4-ylmethyl)-amino]-methyl}-phenyl)-amine